(R)-5-(4-(1-((6-(2-fluoropyridin-4-yl)imidazo[2,1-b][1,3,4]thiadiazol-2-yl)oxy)ethyl)piperidin-1-yl)-3-isopropyl-1,2,4-oxadiazole FC1=NC=CC(=C1)C=1N=C2SC(=NN2C1)O[C@H](C)C1CCN(CC1)C1=NC(=NO1)C(C)C